Methyl (1S,2S,3R,4R)-3-aminobicyclo[2.2.1]hept-5-ene-2-carboxylate Hydrochloride Cl.N[C@H]1[C@H]([C@@H]2C=C[C@H]1C2)C(=O)OC